BrC1=C(OCC(CO)(C)C)C=CC(=C1)C(C)(C)O 3-[2-bromo-4-(1-hydroxy-1-methyl-ethyl)phenoxy]-2,2-dimethyl-propan-1-ol